C(CCCCCCCCCCCCCCC)C(C(=O)O)CCCCCC.C(CCCCCCC)(=O)OCCCCCCCCCCCCCCCC cetyl caprylate (cetyl octanoate)